O-benzyl-4-hydroxyproline C(C1=CC=CC=C1)OC([C@H]1NCC(C1)O)=O